5-(benzyloxy)-1,3-phenylene bis(4-methylbenzenesulfonate) CC1=CC=C(C=C1)S(=O)(=O)OC1=CC(=CC(=C1)OCC1=CC=CC=C1)OS(=O)(=O)C1=CC=C(C=C1)C